3-(Methyl-(phenyl)amino)-1-phenylpropan-1-one CN(CCC(=O)C1=CC=CC=C1)C1=CC=CC=C1